[2H]C([2H])([2H])C([2H])([2H])/C=C\C/C=C\C/C=C\C/C=C\C/C=C\CCCC(=O)O Eicosapentaenoic acid-d5